4-[4-[3-(5-Hydroxypyridin-3-yl)-5-(trifluoromethyl)benzoyl]piperazin-1-yl]-N-(3,3,3-trifluoropropylsulfonyl)benzamide OC=1C=C(C=NC1)C=1C=C(C(=O)N2CCN(CC2)C2=CC=C(C(=O)NS(=O)(=O)CCC(F)(F)F)C=C2)C=C(C1)C(F)(F)F